N-[2-(dimethylamino)ethyl]methacrylamide CN(CCNC(C(=C)C)=O)C